The molecule is a methoxyisoflavan that is (S)-isoflavan substituted by methoxy groups at positions 6 and 3' and hydroxy groups at positions 4 and 4'. It has been isolated from Taxus yunnanensis and exhibits inhibitory activity against CYP3A4. It has a role as a plant metabolite. It is a member of hydroxyisoflavans and a methoxyisoflavan. It derives from a (S)-isoflavan. COC1=CC2=C(C=C1)OC[C@@H]([C@H]2O)C3=CC(=C(C=C3)O)OC